C(C=C)(=O)N1C[C@@H](CC1)N1C(N(C=2C=NC=CC21)C2=CC=C(C=C2)OCC2=C(C=C(C=C2)Cl)F)=O (R)-1-(1-acryloylpyrrolidin-3-yl)-3-(4-((4-chloro-2-fluorobenzyl)oxy)phenyl)-1H-imidazo[4,5-c]pyridin-2(3H)-one